3,5-diamino-N-(4'-bromophenyl)-N-(2'-bromobenzyl)benzamide NC=1C=C(C(=O)N(CC2=C(C=CC=C2)Br)C2=CC=C(C=C2)Br)C=C(C1)N